5-(2-chlorophenoxy)-3-((oxazol-2-ylmethyl)amino)-4H-benzo[e][1,2,4]thiadiazine 1,1-dioxide ClC1=C(OC2=CC=CC3=C2NC(=NS3(=O)=O)NCC=3OC=CN3)C=CC=C1